FC1=CC=C(C=C1)C1=C(C=CC=C1)C1=NC=CC=C1 2-(4'-Fluoro-[1,1'-biphenyl]-2-yl)pyridine